(R or S)-2-(7-acryloyl-5-(4-amino-6-bromonicotinoyl)-3,4,5,5a,6,7,8,9-octahydro-2H-1,2,5,7-tetraazabenzo[cd]azulen-2-yl)-5-cyclobutylphenyl acetate C(C)(=O)OC1=C(C=CC(=C1)C1CCC1)N1N=C2CCN(C[C@H]3C2=C1CCN3C(C3=CN=C(C=C3N)Br)=O)C(C=C)=O |o1:21|